benzyl 4-carbamoyl-4-hydroxypiperidine-1-carboxylate C(N)(=O)C1(CCN(CC1)C(=O)OCC1=CC=CC=C1)O